6-[[6-(2-methyl-1H-pyrazol-2-ium-4-yl)-[1,2,4]triazolo[4,3-b]pyridazin-3-yl]sulfanyl]quinoline C[N+]=1NC=C(C1)C=1C=CC=2N(N1)C(=NN2)SC=2C=C1C=CC=NC1=CC2